C(#N)C=1C=NC2=CC(=C(C=C2C1NC1=C(C=C(C(=C1)OC)Cl)Cl)OC)OCCCN1CCN(CC1)C(CCCCCCCC(=O)NC1=C2CN(C(C2=CC=C1)=O)C1C(NC(CC1)=O)=O)=O 9-(4-(3-((3-cyano-4-((2,4-dichloro-5-methoxyphenyl)amino)-6-methoxyquinolin-7-yl)oxy)propyl)piperazin-1-yl)-N-(2-(2,6-dioxopiperidin-3-yl)-1-oxoisoindolin-4-yl)-9-oxononanamide